CC=1C=CC=C(C1)S 5-methylbenzenethiol